OC1(CC(C1)N(C(OC(C)(C)C)=O)C)C1=CC(=CC=C1)C(C)C tert-Butyl (3-hydroxy-3-(3-Isopropylphenyl)cyclobutyl)(methyl)carbamate